1-(3-(tert-butyl)-5-(2-methoxy-1-nitroethyl)phenyl)-2-methoxyethan-1-amine C(C)(C)(C)C=1C=C(C=C(C1)C(COC)[N+](=O)[O-])C(COC)N